N(=[N+]=[N-])C1(O)[C@@H](NC(C)=O)[C@@H](O)[C@H](O)[C@H](O1)CO azido-N-acetylmannosamine